C1(CC1)S(=O)(=O)NC1=NC(=NC=C1)C(C(=O)NC1=NC=C(C=C1)C1=NC(=CN=C1)OCC)CC 2-(4-(cyclopropanesulfonylamino)pyrimidin-2-yl)-N-(5-(6-ethoxypyrazin-2-yl)pyridin-2-yl)butyramide